1-(1H-pyrazol-4-yl)indolizine-7-carboxamide N1N=CC(=C1)C=1C=CN2C=CC(=CC12)C(=O)N